1-amino-3-(benzyloxy)-4-oxo-1,4-dihydropyridine-2-carboxylic acid ethyl ester C(C)OC(=O)C=1N(C=CC(C1OCC1=CC=CC=C1)=O)N